C1(CC1)NC(=O)OCCCN1C2=CC=CC=3C=C(N(CC1)C32)C3=NC2=C(N3C)C(=CC(=C2)C(=O)O)OC 2-[9-[3-(cyclopropylcarbamoyloxy)propyl]-1,9-diazatricyclo[6.3.1.04,12]dodeca-2,4(12),5,7-tetraen-2-yl]-7-methoxy-1-methyl-benzimidazole-5-carboxylic acid